BrC1=C(N(C=2N(C1=O)N=C(N2)C2=CCC(CC2)OC)CC(=O)NC2=C(C(=C(C=C2)C(F)(F)F)F)C)CC 2-(6-bromo-5-ethyl-2-(4-methoxycyclohex-1-en-1-yl)-7-oxo-[1,2,4]triazolo[1,5-a]pyrimidin-4(7H)-yl)-N-(3-fluoro-2-methyl-4-(trifluoromethyl)phenyl)acetamide